ClC=1C=C(C=C(C1)C1=NC=CC=N1)C1CS(CCN1C(C=C)=O)(=O)=O 1-(3-(3-chloro-5-(pyrimidin-2-yl)phenyl)-1,1-dioxidothiomorpholino)prop-2-en-1-one